C(CCCCCCCCCCCCCCC)N1C=NC=C1 1-hexadecylimidazole